2-butyl-N7,1-dimethyl-N7-(4-(morpholinomethyl)benzyl)-1H-imidazo[4,5-d]pyridazine-4,7-diamine C(CCC)C1=NC=2C(=C(N=NC2N)N(CC2=CC=C(C=C2)CN2CCOCC2)C)N1C